cyclohexyl trans-(3-hydroxypropyl)carbamate OCCCNC(OC1CCCCC1)=O